CC1OCC1NNC(=O)OC(C)(C)C tert-butyl 2-(2-methyloxetan-3-yl)hydrazine-1-carboxylate